NC=1C(=NC(=C(N1)F)C1=CC(=C(C=C1)C1CCOCC1)CN(C)CCOC)C=1C=C2CCNC(C2=CC1)=O 6-(3-amino-5-fluoro-6-(3-(((2-methoxyethyl)(methyl)amino)methyl)-4-(tetrahydro-2H-pyran-4-yl)phenyl)pyrazin-2-yl)-3,4-dihydroisoquinolin-1(2H)-one